N-(7-methoxy-4-(1-(tetrahydro-2H-pyran-2-yl)-3-(thiazol-5-yl)-1H-pyrazol-4-yl)pyrido[3,2-d]pyrimidin-6-yl)-1-(trifluoromethyl)cyclopropane-1-carboxamide COC1=CC=2N=CN=C(C2N=C1NC(=O)C1(CC1)C(F)(F)F)C=1C(=NN(C1)C1OCCCC1)C1=CN=CS1